CN1N=C(C=C1C)NC1=NC=C(C(=N1)C1=CNC2=C(C=CC=C12)N1C(C2=C(C=CC(=C2C1)C1=CC(=NC=C1)N(C)C)F)=O)C 2-(3-(2-((1,5-dimethyl-1H-pyrazol-3-yl)amino)-5-methylpyrimidin-4-yl)-1H-indol-7-yl)-4-(2-(dimethylamino)pyridin-4-yl)-7-fluoroisoindolin-1-one